CN(CC=O)C(=O)OCC1=CC=CC=C1 benzyl N-methyl-N-(2-oxoethyl)carbamate